C(C(C)C)(=O)N1C(CNCC1C)C(=O)NCC1=CC=C(C=C1)C1=NC=CC=N1 isobutyryl-6-methyl-N-(4-(pyrimidin-2-yl)benzyl)piperazine-2-carboxamide